methyl 1-[4-[benzenesulfonyl(methyl)amino]phenyl]-7-bromo-2,3,4,9-tetrahydro-1H-pyrido[3,4-b]indole-3-carboxylate C1(=CC=CC=C1)S(=O)(=O)N(C1=CC=C(C=C1)C1NC(CC2=C1NC1=CC(=CC=C21)Br)C(=O)OC)C